CC(CC)CCCC(CC)C 3,7-dimethyl-nonane